FC(C(=O)O)(F)F.C[C@@H]1N(C[C@H](NC1)C)C1=NC=NC2=CC=C(C=C12)C=1C=C(C(=NC1)OC)NS(=O)(=O)C1=C(C=C(C=C1)F)F N-(5-(4-((2S,5R)-2,5-dimethylpiperazin-1-yl)quinazoline-6-yl)-2-methoxypyridin-3-yl)-2,4-difluorobenzenesulfonamide trifluoroacetate